borate-biphenyl C1(=CC=CC=C1)C1=CC=CC=C1.B(O)(O)O